CC1=C(C=C(C=C1)NC(=O)N1[C@H](CCC1)C1=CC=CC=C1)C1=NC=CC=C1 (2R)-N-(4-methyl-3-pyridin-2-ylphenyl)-2-phenylpyrrolidine-1-carboxamide